5-((6-methylpyridin-3-yl)oxy)thiophene-2-carboxylic acid CC1=CC=C(C=N1)OC1=CC=C(S1)C(=O)O